N-((3S,4R)-4-((8-((cyclopropylmeth-yl)amino)-6-(2,6-dichloro-3,5-dimeth-oxyphenyl)pyrido[3,4-d]pyrimidin-2-yl)amino)-1-methylpyrrolidin-3-yl)acrylamide C1(CC1)CNC1=NC(=CC2=C1N=C(N=C2)N[C@H]2[C@H](CN(C2)C)NC(C=C)=O)C2=C(C(=CC(=C2Cl)OC)OC)Cl